N1OCCCC2=C1C=CC=C2 1,3,4,5-tetrahydrobenzo[c]oxazepine